N-((1R,5S,6r)-3-oxabicyclo[3.1.0]hexane-6-yl)-5-(3-(2,2-difluoroethyl)-2-methyl-3H-imidazo[4,5-b]pyridin-5-yl)pyrrolo[2,1-f][1,2,4]triazin-2-amine [C@H]12COC[C@@H]2C1NC1=NN2C(C=N1)=C(C=C2)C2=CC=C1C(=N2)N(C(=N1)C)CC(F)F